hexafluoroisobutyl-trimethoxysilane tert-butyl-4-((5-hydroxy-2,6-naphthyridin-3-yl)amino)piperidine-1-carboxylate C(C)(C)(C)OC(=O)N1CCC(CC1)NC=1N=CC2=CC=NC(=C2C1)O.FC(C(C[Si](OC)(OC)OC)C(F)(F)F)(F)F